ClC=1C=C(C=C(C1)NS(=O)(=O)C)NC(=O)C1=CN(C(=C1)C1=NC=C(C=C1)C1CCN(CC1)CC(F)F)C N-(3-chloro-5-(methylsulfonamido)phenyl)-5-(5-(1-(2,2-difluoroethyl)piperidin-4-yl)pyridin-2-yl)-1-methyl-1H-pyrrole-3-carboxamide